O=C1NC(CCC1N1C(C2=CC=C(C=C2C1=O)N1CC(CC1)CN1CCC(CC1)C1=CC=C(C=C1)NC1=C(N=NC(=C1)N1C[C@@H](CCC1)O)C(=O)N)=O)=O 4-((4-(1-((1-(2-(2,6-dioxopiperidin-3-yl)-1,3-dioxoisoindolin-5-yl)pyrrolidine-3-yl)methyl)piperidin-4-yl)phenyl)amino)-6-((R)-3-hydroxypiperidin-1-yl)pyridazine-3-carboxamide